1-(3-methoxyphenylthio)-2-propyne COC=1C=C(C=CC1)SCC#C